C1=CC=C(C=2SC3=C(C21)C=CC=C3)C3=C2C=1C=CC=C(C1CC2=CC=C3)N(C3=CC=CC=2C1=CC=CC=C1CC32)C3=C2C(=CC1=CC=CC=C31)C(C(C2(C)C)(C)C)(C)C N-(5-(dibenzo[b,d]thiophen-4-yl)-9H-fluoren-1-yl)-N-(1,1,2,2,3,3-hexamethyl-2,3-dihydro-1H-cyclopenta[b]Naphthalen-4-yl)-9H-fluoren-1-amine